(3aR,5s,6aS)-2-(2,2-dimethyltetrahydro-2H-pyran-4-yl)-N-(6-(3-fluorophenyl)pyridazin-3-yl)octahydrocyclopenta[c]pyrrol-5-amine CC1(OCCC(C1)N1C[C@@H]2[C@H](C1)CC(C2)NC=2N=NC(=CC2)C2=CC(=CC=C2)F)C